3-chloro-4-(cyclopropyl-(phenyl)methylamino)-N-(thiazol-2-yl)benzenesulfonamide ClC=1C=C(C=CC1N(CC1=CC=CC=C1)C1CC1)S(=O)(=O)NC=1SC=CN1